N5-(3-cyano-4-fluorophenyl)-N3-[(2R)-1,1,1-trifluoropropan-2-yl]-4H,5H,6H,7H-[1,2]oxazolo[4,3-c]pyridine-3,5-dicarboxamide C(#N)C=1C=C(C=CC1F)NC(=O)N1CC=2C(CC1)=NOC2C(=O)N[C@@H](C(F)(F)F)C